CC1(CC(N(C1=O)C(=O)OC(C)(C)C)C(=O)OC(C)(C)C)C di-tert-butyl 4,4-dimethyl-5-oxopyrrolidine-1,2-dicarboxylate